C(C)OC1=C(N=C2N1C=C(C=N2)C(=O)NC=2N=NC(=CC2)N2CCN(CC2)C)C ethoxy-2-methyl-N-(6-(4-methylpiperazin-1-yl)pyridazin-3-yl)imidazo[1,2-a]pyrimidine-6-carboxamide